C(N)(=O)C1=CC=C(C=C1)C=1C=NN(C1)CCCC1CCN(CC1)C(=O)OC(C)(C)C tert-butyl 4-{3-[4-(4-carbamoylphenyl)pyrazol-1-yl]propyl}piperidine-1-carboxylate